2-amino-4'-chlorodiphenyl sulfide C1=CC=C(C(=C1)N)SC2=CC=C(C=C2)Cl